(2R)-N-(4-(tert-butyl)phenyl)-1-cyano-N-(2-(cyclohexyl(methyl)amino)-2-oxo-1-(pyridin-3-yl)ethyl)pyrrolidine-2-carboxamide C(C)(C)(C)C1=CC=C(C=C1)N(C(=O)[C@@H]1N(CCC1)C#N)C(C(=O)N(C)C1CCCCC1)C=1C=NC=CC1